C(C)(C)(C)OC(=O)N1C[C@@H](CCC1)NC1=C2C(=NC=C1C(=O)OCC)NC=C2 ethyl (R)-4-((1-(tert-butoxycarbonyl)piperidin-3-yl)amino)-1H-pyrrolo[2,3-b]pyridine-5-carboxylate